1-((2-(2,6-dioxopiperidin-3-yl)-1-oxoisoindolin-5-yl)methyl)-3-(2-(methoxymethoxy)-5-(trifluoromethyl)benzyl)urea O=C1NC(CCC1N1C(C2=CC=C(C=C2C1)CNC(=O)NCC1=C(C=CC(=C1)C(F)(F)F)OCOC)=O)=O